B(O)(O)OCC(COB(O)O)(CO)CO pentaerythritol bisborate